C1(=CC=CC=C1)C=1N=C2N(C(C1OC(C1=CC=C(C=C1)Cl)=O)=O)C=CC=C2 2-phenyl-3-(4-chlorobenzoyloxy)-4H-pyrido[1,2-a]pyrimidin-4-one